OC1(COC1)C1=CC(=C(C(=O)O)C=C1)N1CCC2(CC2)CC1 4-(3-hydroxyoxetan-3-yl)-2-(6-azaspiro[2.5]Oct-6-yl)benzoic acid